3-bromo-N-tert-butyl-2-(3-cyanophenyl)pyrazolo[1,5-a]Pyrimidine-5-carboxamidine BrC=1C(=NN2C1N=C(C=C2)C(=N)NC(C)(C)C)C2=CC(=CC=C2)C#N